(2S)-2-(tert-butoxycarbonylamino)-3,3-dimethyl-pentanoic acid C(C)(C)(C)OC(=O)N[C@H](C(=O)O)C(CC)(C)C